(2S)-N-(2-dimethylaminoethyl)pyrrolidine-2-carboxamide CN(CCNC(=O)[C@H]1NCCC1)C